Ethyl (E)-3-(4-((5-(3-(Piperidin-1-yl)propoxy)-1H-indol-1-yl)sulfonyl)phenyl)acrylate N1(CCCCC1)CCCOC=1C=C2C=CN(C2=CC1)S(=O)(=O)C1=CC=C(C=C1)/C=C/C(=O)OCC